2-(3-((2-amino-4-methyl-6-((1-(methylsulfonyl)hept-3-yl)amino)pyrimidin-5-yl)methyl)-4-methoxyphenyl)acetonitrile NC1=NC(=C(C(=N1)C)CC=1C=C(C=CC1OC)CC#N)NC(CCS(=O)(=O)C)CCCC